OC(P(O)(=O)O)(P(O)(=O)O)C1=CC=CC=C1 1-hydroxy-1-phenylmethane-1,1-diphosphonic acid